FC1=C(C=C2CCC(N(C2=C1)C)=O)C=1C(=C(C=NC1)CN[S@](=O)C(C)(C)C)C (R)-2-methyl-propane-2-sulfinic acid [5-(7-fluoro-1-methyl-2-oxo-1,2,3,4-tetrahydro-quinolin-6-yl)-4-methyl-pyridin-3-ylmethyl]-amide